3-methyl-3-(2-((phenylmethyl)sulfonamido)-4-(4-(4-((6-(trifluoromethyl)pyridazin-3-yl)oxy)-phenyl)piperidine-1-carbonyl)phenoxy)azetidin-1-ium 2,2,2-trifluoroacetate FC(C(=O)[O-])(F)F.CC1(C[NH2+]C1)OC1=C(C=C(C=C1)C(=O)N1CCC(CC1)C1=CC=C(C=C1)OC=1N=NC(=CC1)C(F)(F)F)NS(=O)(=O)CC1=CC=CC=C1